3-(3-fluoro-4-(4-(2-((trifluoromethyl)thio)ethyl)piperazin-1-yl)phenyl)urea FC=1C=C(C=CC1N1CCN(CC1)CCSC(F)(F)F)NC(N)=O